S1C(=CC=C1)SSSSC=1SC=CC1 2-Thienyl tetrasulfide